C(=O)(O)[C@@H](CCCC1=CC=C(C=C1)OCCOCCOCC)N1CCN(CCN(CCN(CC1)[C@H](C(=O)[O-])CO)[C@H](C(=O)[O-])CO)[C@H](C(=O)[O-])CO.[Gd+3] Gadolinium (2s,2'S,2''S)-2,2',2''-{10-[(1R)-1-carboxy-4-{4-[2-(2-ethoxyethoxy)ethoxy]phenyl}butyl]-1,4,7,10-tetraazacyclododecan-1,4,7-triyl}tris(3-hydroxypropanoat)